O1C(C=C1)C(=O)N Oxetamide